C[Si](Cl)(Cl)CCCCCCOC(C)(C)C methyl-(6-tertiary-butoxyhexyl)dichlorosilane